CO[Si](CCCNCCCC)(OC)OC N-[3-(Trimethoxysilyl)propyl]butylamin